3-(3'-chloro-[1,1'-biphenyl]-4-yl)hex-4-ynoic acid ClC=1C=C(C=CC1)C1=CC=C(C=C1)C(CC(=O)O)C#CC